C(C)C=1C2=C(SC1N)CC(CC2)(CC2CCC2)C#N Ethyl-2-amino-6-cyano-6-(Cyclobutylmethyl)4,5,6,7-tetrahydrobenzo[b]thiophene